4-((2-((5-chloropyridin-2-yl)amino)-2-oxoethyl)sulfonyl)phenyl sulfurofluoridate S(OC1=CC=C(C=C1)S(=O)(=O)CC(=O)NC1=NC=C(C=C1)Cl)(=O)(=O)F